C([O-])([O-])=O.[Pd+2].C(CN)N.C(CN)N bis(ethylenediamine) palladium (II) carbonate